N1=CC=C2N1C=C(C=C2)C(C)(C)O 2-pyrazolo[1,5-a]pyridin-6-ylpropan-2-ol